2-(4-(5-((4-((4-(acetamidomethyl)piperidin-1-yl)methyl)-6-(3,5-dichlorophenyl)pyridin-2-yl)oxy)pyridin-2-yl)piperazin-1-yl)ethylcarbamate C(C)(=O)NCC1CCN(CC1)CC1=CC(=NC(=C1)C1=CC(=CC(=C1)Cl)Cl)OC=1C=CC(=NC1)N1CCN(CC1)CCNC([O-])=O